ClC=1C=C(NC2(CCC3([C@H](CC4=CC=CC=C34)C[C@H](COC3=CC=NC=4C[C@H](C[C@H](C34)C)C)C)CC2)C(=O)O)C=CC1 (1r,2'S,4S)-4-(3-chloroanilino)-2'-[(2R)-3-{[(5R,7S)-5,7-dimethyl-5,6,7,8-tetrahydroquinolin-4-yl]oxy}-2-methylpropyl]-2',3'-dihydrospiro[cyclohexane-1,1'-indene]-4-carboxylic acid